C(C)(C)(C)[Si](C)(C)OCC[C@H](C)OC1=CC(=NC=C1B1OC(C(O1)(C)C)(C)C)Cl tert-butyl-[(3S)-3-[[2-chloro-5-(4,4,5,5-tetramethyl-1,3,2-dioxaborolan-2-yl)-4-pyridyl]oxy]butoxy]-dimethyl-silane